amino-1,1'-biphenyl-2-yl-palladium (II) N[Pd]C1=C(C=CC=C1)C1=CC=CC=C1